FC1=CC=CC(=N1)C=1OC(=NN1)N1[C@@H](C2=C(CC1)NC=N2)C2=NN1C(C(=CC=C1)C)=C2 (S)-2-(6-fluoropyridin-2-yl)-5-(4-(4-methylpyrazolo[1,5-a]pyridin-2-yl)-1,4,6,7-tetrahydro-5H-imidazo[4,5-c]pyridin-5-yl)-1,3,4-oxadiazole